O=C1NC(CCC1N1C(C2=CC=C(C=C2C1)[C@@H](C)NC(OC(C)(C)C)=O)=O)=O tert-butyl N-[(1R)-1-[2-(2,6-dioxopiperidin-3-yl)-1-oxo-2,3-dihydro-1H-isoindol-5-yl]ethyl]carbamate